COC1=C(C=CC=C1)CC[C@@H](C(=O)O)NC (S)-4-(2-methoxyphenyl)-2-(methylamino)butanoic acid